NC=1C=C(C=C2C=C(N=CC12)NC(=O)[C@@H]1[C@H]([C@H]1C)CC#N)C=1C=NC=CC1C |&1:16| (±)-(1s,2s)-N-(8-amino-6-(4-methylpyridin-3-yl)isoquinolin-3-yl)-2-(cyanomethyl)-3-methylcyclopropane-1-carboxamide